2'-chloro-6-fluoro-5'-(2-(((1r,4r)-4-hydroxy-4-methylcyclohexyl)amino)-1-phenylethyl)-5-(1H-pyrazol-1-yl)-[1,1'-biphenyl]-2-carboxamide ClC1=C(C=C(C=C1)C(CNC1CCC(CC1)(C)O)C1=CC=CC=C1)C=1C(=CC=C(C1F)N1N=CC=C1)C(=O)N